C(C)(C)(C)OC(=O)N1C(C=CCC1)C1=C(C(=CC=C1)Br)OCC(C1=CC=CC=C1)O (3-bromo-2-(2-hydroxy-2-phenylethoxy)phenyl)-5,6-dihydropyridine-1(2H)-carboxylic acid tert-butyl ester